C1(=CC=CC=C1)S(=O)(=O)N1N=CC2=CC3=C(C=C12)C(=C(N3C3=CC=C(C=C3)F)C3CCOCC3)I 1-(benzenesulfonyl)-5-(4-fluorophenyl)-7-iodo-6-tetrahydropyran-4-yl-pyrrolo[2,3-f]indazole